N1(C=NC=C1)CCO 2-(1H-imidazol-1-yl)ethane-1-ol